NC=1C=C(C=C(C1)C(F)(F)F)[C@@H](C)NC1=NC(=NC2=C3C(=C(C=C12)N1C[C@@](CC1)(O)C)CCC3)C |&1:26| (R/S)-1-(4-(((R)-1-(3-amino-5-(trifluoromethyl)phenyl)ethyl)amino)-2-methyl-8,9-dihydro-7H-cyclopenta[h]quinazolin-6-yl)-3-methylpyrrolidin-3-ol